FC1=C(C#N)C(=CC=C1)NC=1C=C2CCN(CC2=CC1)CC=1C(=C2COC(C2=CC1)=O)C 2-Fluoro-6-((2-((4-methyl-1-oxo-1,3-dihydroisobenzofuran-5-yl)methyl)-1,2,3,4-tetrahydroisochinolin-6-yl)amino)benzonitril